ClC=1C=C(C=CC1F)NC1=NC=NC2=CC(=C(C=C12)NC(\C=C\CN1CCN(CC1)CC1=CC(=CC=C1)NC1C(NC(CC1)=O)=O)=O)OC (E)-N-(4-((3-chloro-4-fluorophenyl)amino)-7-methoxyquinazolin-6-yl)-4-(4-(3-((2,6-dioxopiperidin-3-yl)amino)benzyl)piperazin-1-yl)but-2-enamide